N(C(=O)C)C1=CC=C(C=C1)C1=C(C(=C(S1)NC1=C(C=CC=C1F)F)C(=O)NC=1N=NC(=CC1)OC)CN(C)C 5-(4-Acetaminophenyl)-2-(2,6-difluorophenylamino)-4-(dimethylaminomethyl)-N-(6-methoxypyridazin-3-yl)thiophene-3-carboxamide